C(C=C)C1(C(N(C2=NC=C(C(=C21)Cl)Br)COCC[Si](C)(C)C)=O)CC=C 3,3-Diallyl-5-bromo-4-chloro-1-((2-(trimethylsilyl)ethoxy)methyl)-1,3-dihydro-2H-pyrrolo[2,3-b]pyridin-2-one